C(C1=CC=CC=C1)N1C(=NC2=C1C=C(C=C2)C)C2=CC=C(C=C2)NC(CC2=CC=C(C=C2)S(=O)(=O)CC)=O N-(4-(1-benzyl-6-methyl-1H-benzo[d]imidazol-2-yl)phenyl)-2-(4-(ethylsulfonyl)phenyl)acetamide